ClC=1C=C(C=CC1CN1CCN(CC1)C)NC(C1=CC(=C(C=C1)C)C#C)=O N-(3-chloro-4-((4-methylpiperazin-1-yl)methyl)phenyl)-3-ethynyl-4-methylbenzamide